2-Methyl-6-trimethylsilyl-benzoic acid CC1=C(C(=O)O)C(=CC=C1)[Si](C)(C)C